C(C)(C)(C)NC=NC(C)(C)C.C(C)(C)(C)NC=NC(C)(C)C.C(C)(C)(C)NC=NC(C)(C)C.[La] lanthanum tris(N,N'-di-tert-butylformamidine)